N[C@@H]1C(C(=C(C([C@H]1C1=C(C=2N=C(N=C(C2S1)NCC=1OC=CC1)Cl)Br)([2H])[2H])[2H])[2H])([2H])[2H] 6-((1R,6R)-6-aminocyclohex-3-en-1-yl-2,2,3,4,5,5-d6)-7-bromo-2-chloro-N-(furan-2-ylmethyl)thieno[3,2-d]pyrimidin-4-amine